C(C)N(CCOC=1C=CC(=NC1)C(=O)N)CC 5-(2-(diethylamino)ethoxy)picolinamide